2-methyl-N-[1-(2-{1-[2-(morpholin-4-yl)ethyl]-1H-pyrazol-4-yl}quinolin-4-yl)ethyl]benzamide CC1=C(C(=O)NC(C)C2=CC(=NC3=CC=CC=C23)C=2C=NN(C2)CCN2CCOCC2)C=CC=C1